3,5-difluoro-2-nitroaniline FC=1C(=C(N)C=C(C1)F)[N+](=O)[O-]